C(C)(C)(C)NS(=O)(=O)C1=CC(=C(C(=O)NC2=CC=C3C(C(N(C3=C2F)C2CCCC2)=O)(C)C)C=C1)N1CCC2(CC2)CC1 4-(N-(tert-butyl)sulfamoyl)-N-(1-cyclopentyl-7-fluoro-3,3-dimethyl-2-oxoindolin-6-yl)-2-(6-azaspiro[2.5]octan-6-yl)benzamide